C(C)OC(=O)C1=C(N=NC(=C1)C)O 3-hydroxy-6-methylpyridazine-4-carboxylic acid ethyl ester